O=C1CC[C@H](N1CC1=C(C(=CC(=C1)F)F)F)CC(=O)OC methyl (S)-2-(5-oxo-1-(2,3,5-trifluorobenzyl)pyrrolidin-2-yl)acetate